S(C)(=O)(=O)O.C(#N)C1(CCCC1)C1=CC=C(C=C1)NC(=O)C=1C(=NC=CC1)NCC1=CC=NC=C1 N-[4-(1-cyanocyclopentyl)phenyl]-2-[(4-picolyl)amino]-3-pyridinecarboxamide mesylate